1,4,8,11-tetrakis(carbamoylmethyl)-1,4,8,11-tetraazacyclotetradecane C(N)(=O)CN1CCN(CCCN(CCN(CCC1)CC(N)=O)CC(N)=O)CC(N)=O